NC1=C(C=C2C(=N1)C=C(N2)C(=O)N(CC2=NC=C(C=C2)C2=CC=CC=C2)C2CC2)C 5-amino-N-cyclopropyl-6-methyl-N-((5-phenylpyridin-2-yl)methyl)-1H-pyrrolo[3,2-b]pyridine-2-carboxamide